Cl.C[O-] methanolate hydrochloride